N-Benzyl-N-methyl-1-(2-methylbenzofuran-3-yl)methanamine C(C1=CC=CC=C1)N(CC1=C(OC2=C1C=CC=C2)C)C